ClC=1C=C(C(=O)N2CC=3C(=NN4C3C(N(C[C@H]4C(=O)O)C(C)C=4C=NC(=CC4)OC)=O)C[C@H]2C)C=CC1Cl (3R,7S)-2-(3,4-dichlorobenzoyl)-9-(1-(6-methoxypyridin-3-yl)ethyl)-3-methyl-10-Oxo-1,2,3,4,7,8,9,10-octahydroPyrido[4',3':3,4]Pyrazolo[1,5-a]Pyrazine-7-carboxylic acid